FC1=C(C(=CC(=C1)C1=C2C(=NC=C1)NC=C2F)F)C2([C@H](CNC[C@H]2C)C)O (3S,4s,5R)-4-(2,6-difluoro-4-(3-fluoro-1H-pyrrolo[2,3-b]pyridin-4-yl)phenyl)-3,5-dimethylpiperidin-4-ol